5-chloro-7-(1-methylindol-5-yl)thieno[2,3-c]pyridine ClC=1C=C2C(=C(N1)C=1C=C3C=CN(C3=CC1)C)SC=C2